5-(1-(azetidin-2-ylmethyl)-1H-pyrazol-4-yl)-2-chloro-4-methoxypyridine N1C(CC1)CN1N=CC(=C1)C=1C(=CC(=NC1)Cl)OC